C(C)(=O)OC1=CN(C2=CC=C(C=C12)OCC1=CC=CC=C1)C methyl-(5-(benzyloxy)-1H-indol-3-yl) acetate